2-methyl-2-(4-methylphenylsulfonyl)propane-1-one CC(C=O)(C)S(=O)(=O)C1=CC=C(C=C1)C